C(C1=CC=CC=C1)NC(=O)OCCOC(C(=C)C)=O 2-[(Benzylcarbamoyl)-oxy]-ethylmethacrylat